2-(3-bromo-4-chlorophenyl)-5-methyl-1,3,4-oxadiazole BrC=1C=C(C=CC1Cl)C=1OC(=NN1)C